2-(3,5-dichlorophenyl)benzo[d]oxazole-6-carboxylic acid 5,6,7,8-tetrahydroimidazo[1,2-a]pyridin-8-yl ester N=1C=CN2C1C(CCC2)OC(=O)C2=CC1=C(N=C(O1)C1=CC(=CC(=C1)Cl)Cl)C=C2